2-[2-chloro-4-(methylsulfonyl)-3-[[(tetrahydro-2-furanyl)methoxy]methyl]benzoyl]-1,3-cyclohexanedione ClC1=C(C(=O)C2C(CCCC2=O)=O)C=CC(=C1COCC1OCCC1)S(=O)(=O)C